5-cyclopentyl-1-methylpyridin-2-one C1(CCCC1)C=1C=CC(N(C1)C)=O